(1-((benzyloxy)carbonyl)-4-(4,4,5,5-tetramethyl-1,3,2-dioxaborolan-2-yl)cyclohex-3-en-1-yl)methyl benzoate C(C1=CC=CC=C1)(=O)OCC1(CC=C(CC1)B1OC(C(O1)(C)C)(C)C)C(=O)OCC1=CC=CC=C1